7-bromo-1-(4-methylsulfonylanilino)isoquinolin-6-ol BrC1=C(C=C2C=CN=C(C2=C1)NC1=CC=C(C=C1)S(=O)(=O)C)O